2-[2-[2-[2-[2-[bis(tert-butoxycarbonyl)amino]ethoxy]ethoxy]ethoxy]ethoxy]ethyl 4-methylbenzenesulfonate CC1=CC=C(C=C1)S(=O)(=O)OCCOCCOCCOCCOCCN(C(=O)OC(C)(C)C)C(=O)OC(C)(C)C